FC1=CC(=C(C=C1)C=1C=C2CC(C(C2=CC1)NC(O[C@@H]1CN2CCC1CC2)=O)(C)C)C (S)-quinuclidin-3-yl (5-(4-fluoro-2-methylphenyl)-2,2-dimethyl-2,3-dihydro-1H-inden-1-yl)carbamat